1-n-butyl-3-sec-butyl-5-ethyl-4-hydroxy-pyrazole C(CCC)N1N=C(C(=C1CC)O)C(C)CC